BrC1=CN=C(N=N1)N1CCC2(CC1)C(C1=CC=CC=C1C2)N (6-Bromo-1,2,4-triazin-3-yl)-1,3-dihydrospiro[indene-2,4'-piperidin]-1-amine